B(O)(O)O.C1(=CC=CC=C1)C(=C)C(O)C(C)(CO)C 1-phenylvinylneopentyl glycol borate